C(C)OC1=C(C=C(C=C1)C(C)C)S(=O)(=O)NC(=O)C=1OC2=C(C1)C(=CC(=C2)N2CC(C2)F)F N-[2-ethoxy-5-(propan-2-yl)benzene-1-sulfonyl]-4-fluoro-6-(3-fluoroazetidin-1-yl)-1-benzofuran-2-carboxamide